2-(pyridin-2-yl)-4-(2,6-diphenylpyrimidin-4-yl)phenol rubidium [Rb].N1=C(C=CC=C1)C1=C(C=CC(=C1)C1=NC(=NC(=C1)C1=CC=CC=C1)C1=CC=CC=C1)O